tert-Butyl(4-iodobutoxy)-dimethylsilane C(C)(C)(C)[Si](C)(C)OCCCCI